(Z)-ethyl-N-hydroxyacetimidate C(C)O\C(\C)=N/O